(4-Fluorophenyl)(3-(3-methyl-1,2,4-thiadiazol-5-yl)-8-(2-(methylsulfonyl)ethyl)-5,6-dihydro-[1,2,4]triazolo[4,3-a]pyrazin-7(8H)-yl)methanone FC1=CC=C(C=C1)C(=O)N1C(C=2N(CC1)C(=NN2)C2=NC(=NS2)C)CCS(=O)(=O)C